FC(C1=CC=CC(=N1)[C@@H](C)NC(C)=O)F N-[(1R)-1-[6-(difluoromethyl)pyridin-2-yl]ethyl]acetamide